8-[(3R)-4-[(4-Chlorophenyl)(4-methylphenyl)methyl]-3-methylpiperazin-1-yl]-5-methyl-6-oxo-5,6-dihydro-1,5-naphthyridin-2,7-dicarbonitril ClC1=CC=C(C=C1)C(N1[C@@H](CN(CC1)C1=C(C(N(C=2C=CC(=NC12)C#N)C)=O)C#N)C)C1=CC=C(C=C1)C